CC1=C(C=NC(=C1)C)C1=C(C=CC=C1)O 2-(4,6-dimethylpyridin-3-yl)phenol